1-(4-hydroxyphenyl)-3-(oxetan-3-ylmethyl)imidazol-2-one OC1=CC=C(C=C1)N1C(N(C=C1)CC1COC1)=O